NC1=NN=C(S1)OCC1=NC=C(C(=O)OC)C=C1 methyl 6-(((5-amino-1,3,4-thiadiazol-2-yl)oxy)methyl)nicotinate